C(C)(C)(C)OC(=O)N1C[C@@H](N(CC1)C1=NC(=NC(=C1[N+](=O)[O-])CBr)Cl)C (S)-4-(6-(bromomethyl)-2-chloro-5-nitropyrimidin-4-yl)-3-methylpiperazine-1-carboxylic acid tert-butyl ester